2-(2-(dimethylamino)phenyl)-9-(4-(1-methyl-4-(trifluoromethyl)-1H-imidazol-2-yl)benzyl)-7,9-dihydro-8H-purin-8-one CN(C1=C(C=CC=C1)C1=NC=C2NC(N(C2=N1)CC1=CC=C(C=C1)C=1N(C=C(N1)C(F)(F)F)C)=O)C